NC1=C(C=NN1C=1C=NC(=CC1C)OC1=C(C=CC=C1F)F)C(=O)C1=CC=2C(=CC=3CCN(CC3C2)CC(C)(C)O)N1 (5-amino-1-{6-[(2,6-difluorophenyl)oxy]-4-methylpyridin-3-yl}pyrazol-4-yl)[6-(2-hydroxy-2-methylpropyl)-5,6,7,8-tetrahydro-1H-pyrrolo[2,3-g]isoquinolin-2-yl]methanone